ClC(OC1=CC=C(C=C1)NC(=O)C1=CN(C(C=C1)=O)C=1C=CC2=C(CCOC2)C1)(F)F N-[4-(Chlorodifluoro-methoxy)phenyl]-1-(3,4-dihydro-1H-2-benzopyran-6-yl)-6-oxo-1,6-dihydropyridine-3-carboxamide